O.C(C)S(=O)(=O)O ethanesulfonic acid hydrate